4-(Azidomethyl)-3,4-dihydro-2H-pyrano[3,2-b]pyridine N(=[N+]=[N-])CC1CCOC=2C1=NC=CC2